S1C2=C(C=C1)C(=CC=C2)N2CCN(CC2)CCCCOC2=CC(NC1=CC=CC=C21)=O 4-(4-benzo[b]thiophen-4-yl-piperazin-1-yl-butoxy)-1H-quinolin-2-one